tert-butyl 7-methyl-4-(4-(methylcarbamoyl)phenyl)-5-oxo-3-(prop-2-yn-1-yl)-5,6,7,9-tetrahydropyrazolo[1,5-a]pyrido[4,3-e]pyrimidine-8(4H)-carboxylate CC1CC=2C(N(C=3N(C2CN1C(=O)OC(C)(C)C)N=CC3CC#C)C3=CC=C(C=C3)C(NC)=O)=O